BrC=1C=C2C=NC(=NC2=CC1)NC1CCC(CC1)NC(OC(C)(C)C)=O tert-butyl ((1r,4r)-4-((6-bromoquinazolin-2-yl)amino)cyclohexyl)carbamate